NC1=CC=CC(=N1)S(=O)(=O)NC(=O)C=1C(=NC(=CC1)C1=CC(=NC(=C1)C)OCC)N1C(C[C@@H](C1)C)(C)C N-[(6-Amino-2-pyridyl)sulfonyl]-6-(2-ethoxy-6-methyl-4-pyridyl)-2-[(4S)-2,2,4-trimethylpyrrolidin-1-yl]pyridin-3-carboxamid